(2E,4E)-4-(acetoxyimino)-4-(thiophen-2-yl)but-2-enoic acid ethyl ester C(C)OC(\C=C\C(\C=1SC=CC1)=N/OC(C)=O)=O